FC(C1=C(C=NC=C1)N1CCC(CC1)C1=CC=2C(=NC(=CN2)C)N(C1=O)CC1=NC=CC=C1C(F)(F)F)F 7-(1-(4-(Difluoromethyl)pyridin-3-yl)piperidin-4-yl)-3-methyl-5-((3-(trifluoromethyl)pyridin-2-yl)methyl)pyrido[2,3-b]pyrazin-6(5H)-one